FC(CC=1C=C(C(=O)N)C=CN1)(F)F 2-(2,2,2-trifluoroethyl)isonicotinamide